Cyclopentadienyl (dimethyl fumarate) (triethylphosphonite) cobalt (I) [Co+].C(C)P([O-])([O-])(CC)CC.C\C(=C(/C(=O)OC1C=CC=C1)\C)\C(=O)[O-].[Co+].[Co+]